C(C)(C)(C)OC(=O)N1CC(C(C1)(F)F)O 4,4-difluoro-3-hydroxypyrrolidine-1-carboxylic acid tert-butyl ester